C(C)NC(=O)N1[C@@H]([C@@]2(CC1)NC(COC2)=O)CO[C@@H]2CC[C@@H](CC2)C2=CC=CC=C2 (1S,5R)-N-ethyl-7-oxo-1-({[(cis)-4-phenylcyclohexyl]oxy}methyl)-9-oxa-2,6-diazaspiro[4.5]decane-2-carboxamide